2-((5-(7-((1-(3-amino-2-hydroxy-3-oxopropyl)piperidin-4-yl)methyl)-2,7-diazaspiro[3.5]nonan-2-yl)-1,2,4-triazin-6-yl)oxy)-N-ethyl-5-fluoro-N-isopropylbenzamide NC(C(CN1CCC(CC1)CN1CCC2(CN(C2)C=2N=CN=NC2OC2=C(C(=O)N(C(C)C)CC)C=C(C=C2)F)CC1)O)=O